C(#N)C=1C=C(C=CC1)C=1N=C(SC1C1=CC(=NC(=C1)C)C(F)F)NC(=O)N1CCS(CC1)=O N-[4-(3-Cyanophenyl)-5-[2-(difluoromethyl)-6-methyl-4-pyridyl]thiazol-2-yl]-1-oxo-1,4-thiazinan-4-carboxamid